NC(C(=O)NC1=CC=C(C=C1)C1=C2C(=NC=C1)NC=C2)CC(F)(F)F 2-Amino-4,4,4-trifluoro-N-[4-(1H-pyrrolo[2,3-b]pyridin-4-yl)phenyl]butanamide